Tert-butyl 2-((3-chloro-1-(2,6-difluorophenyl)-1,2-dihydro-6-methyl-2-oxopyridin-4-yloxy) methyl)-5-fluorobenzylcarbamate ClC=1C(N(C(=CC1OCC1=C(CNC(OC(C)(C)C)=O)C=C(C=C1)F)C)C1=C(C=CC=C1F)F)=O